[OH-].[Na+].C(CCC(=O)O)(=O)O succinic acid sodium hydroxide